2-AMINOMALONAMIDE NC(C(=O)N)C(=O)N